(2R,3R)-2-(2,4-difluorophenyl)-3-((1-(pyridin-4-yl)pentan-3-yl)disulfanyl)-1-(1H-1,2,4-triazol-1-yl)butan-2-ol FC1=C(C=CC(=C1)F)[C@@](CN1N=CN=C1)([C@@H](C)SSC(CCC1=CC=NC=C1)CC)O